cis-2-(amino)cyclohexanecarboxylic acid N[C@@H]1[C@@H](CCCC1)C(=O)O